3-Methyl-5-(N-phenylethylsulfamoyl)benzofuran-2-carboxylate CC1=C(OC2=C1C=C(C=C2)S(NCCC2=CC=CC=C2)(=O)=O)C(=O)[O-]